ClC=1C=CC2=C(N=C(O2)N2CCC(CC2)CNC(=O)C2CN(CC2)S(=O)(=O)C2=CC=C(C=C2)C)C1 N-[[1-(5-chloro-1,3-benzoxazol-2-yl)-4-piperidyl]methyl]-1-(p-tolylsulfonyl)pyrrolidine-3-carboxamide